CN(C1CCC(CC1)NC=1N=CC2=C(N1)N(C(=C2)C=2C=CC(=C(C2)NS(=O)(=O)CC2=CC=C(C=C2)F)F)C(C)C)C N-(5-(2-(((1r,4r)-4-(dimethylamino)cyclohexyl)amino)-7-isopropyl-7H-pyrrolo[2,3-d]pyrimidin-6-yl)-2-fluorophenyl)-1-(4-fluorophenyl)methanesulfonamide